4-chloro-5-[4-[1-(2-ethylpyridin-3-yl)ethyl]piperazin-1-yl]-2-(oxane-2-yl)-2,3-dihydropyridazin-3-one ClC=1C(N(N=CC1N1CCN(CC1)C(C)C=1C(=NC=CC1)CC)C1OCCCC1)=O